(6-chloropyridazin-3-yl)(4-(5-methyloxazolo[4,5-b]pyridin-2-yl)piperazin-1-yl)methanone ClC1=CC=C(N=N1)C(=O)N1CCN(CC1)C=1OC=2C(=NC(=CC2)C)N1